3-methylbutanoate CC(CC(=O)[O-])C